C(C)OC(=O)ON=C(C(=O)C1=CC=CC=C1)C 1-phenylpropanedione-2-(ethoxycarbonyl) oxime